O1[C@H]2[C@@H](NCC1)CN(CC2)C(=O)OC(C)(C)C tert-butyl (4aS,8aR)-2,3,4,4a,5,7,8,8a-octahydropyrido[4,3-b][1,4]oxazine-6-carboxylate